3-[5-(2,5-dimethoxybenzyl)-1,3,4-oxadiazol-2-yl]-N-(3,3,5,5-tetramethylcyclohexyl)propanamide COC1=C(CC2=NN=C(O2)CCC(=O)NC2CC(CC(C2)(C)C)(C)C)C=C(C=C1)OC